NCC1=CC(=C(C=C1)NC(=O)C1=CC2=C(OCCC3=C2SC=C3)C=C1C=1C(=NC(=CC1)C(NC1C(NC(CC1)=O)=O)=O)C(=O)O)C 3-(9-((4-(aminomethyl)-2-methylphenyl)carbamoyl)-4,5-dihydrobenzo[b]thieno[2,3-d]oxepin-8-yl)-6-((2,6-dioxopiperidin-3-yl)carbamoyl)picolinic acid